ClC=1C=CC=NC1N1N=CC(=C1)C#N 5-chloro-6-(4-cyano-1H-pyrazol-1-yl)pyridin